(2S,3S,4R,5R)-5-[4-amino-5-(1-methyl-1H-pyrazol-3-yl)-7H-pyrrolo[2,3-d]pyrimidin-7-yl]-N-[2-(azetidin-1-yl)quinolin-7-yl]-3,4-dihydroxyoxolane-2-carboxamide NC=1C2=C(N=CN1)N(C=C2C2=NN(C=C2)C)[C@H]2[C@@H]([C@@H]([C@H](O2)C(=O)NC2=CC=C1C=CC(=NC1=C2)N2CCC2)O)O